C1(CCC1)CN(C(OC(C)(C)C)=O)[C@H]1CN(CCC1)C=1C=NC(=CC1)C(C)(O)C1=CN=C(S1)C=1C=NC=C(C1)N(C)C tert-butyl (cyclobutylmethyl)((3R)-1-(6-(1-(2-(5-(dimethylamino)pyridin-3-yl)thiazol-5-yl)-1-hydroxyethyl)pyridin-3-yl)piperidin-3-yl)carbamate